C1CCC12CCC(CC2)C2=CC=CC=C2C(=O)O 6-(spiro[3.5]nonan-7-yl)benzoic acid